C(C)C1CN(CCO1)C(=O)[O-] 2-ethylmorpholine-4-carboxylate